C(C)[N-]CC.C(C)[N-]CC.C(C)[N-]CC.C(C)[N-]CC.[Zr+4] zirconium(IV) tetrakis(diethylamide)